NC1=C(C=CC(=C1)CCC1=CC=C(C=C1)C(F)(F)F)NC(CCCC[C@H](CF)F)=O (6R)-N-(2-Amino-4-(4-(trifluoromethyl)phenethyl)phenyl)-6,7-difluoroheptanamid